racemic-N-[5-(4-fluorophenyl)-1,4-dimethyl-1H-pyrazol-3-yl]-6-{4-[1-methoxyethyl]-3,5-dimethyl-1H-pyrazol-1-yl}pyrimidin-4-amine FC1=CC=C(C=C1)C1=C(C(=NN1C)NC1=NC=NC(=C1)N1N=C(C(=C1C)[C@@H](C)OC)C)C |r|